FC=1C(=CC=2C3=C(NC(C2C1)=O)COCC3N(C(C(C)(C3=CC=CC=C3)O)=O)C)F N-(8,9-Difluoro-6-oxo-1,4,5,6-tetrahydro-2H-pyrano[3,4-c]isoquinolin-1-yl)-2-hydroxy-N-methyl-2-phenylpropanamide